C(#N)C=1C=CC(=C(C(=O)NC2=CC(=CC(=C2)F)F)C1)S(=O)(=O)CC(F)(F)F 5-cyano-N-(3,5-difluorophenyl)-2-((2,2,2-trifluoroethyl)sulfonyl)benzamide